N1(CCC2=CC=CC=C12)C(=O)[O-] indole-1(2H)-carboxylate